5-((6-(difluoromethyl)pyridine-2-yl)amino)-3-(3-((4-fluorobenzyl)oxy)-4-((2,2,2-trifluoroethyl)sulfonamido)phenyl)-1H-pyrazole-4-carboxamide FC(C1=CC=CC(=N1)NC1=C(C(=NN1)C1=CC(=C(C=C1)NS(=O)(=O)CC(F)(F)F)OCC1=CC=C(C=C1)F)C(=O)N)F